2-{[6-(benzylamino)-2-(2,6-dioxopiperidin-3-yl)-1-oxo-2,3-dihydro-1H-isoindol-4-yl]oxy}acetic acid C(C1=CC=CC=C1)NC1=CC(=C2CN(C(C2=C1)=O)C1C(NC(CC1)=O)=O)OCC(=O)O